NC12CN(C(CC1)CC2)C(=O)C2=CC=1N(C(=C2)OC)C(=C(N1)C1=CC=2C(=NC(=CC2)CC)N1CC1CC1)C (4-amino-2-azabicyclo[2.2.2]octan-2-yl)-[2-[1-(cyclopropylmethyl)-6-ethylpyrrolo[2,3-b]pyridin-2-yl]-5-methoxy-3-methylimidazo[1,2-a]pyridin-7-yl]methanone